C(C)(=O)OC[C@H]1O[C@H]([C@@H](C1)OC(C)=O)N1C2=NC(=NC=C2N(C1=O)CC=C)N ((2S,4R,5R)-4-acetoxy-5-(7-allyl-2-amino-8-oxo-7,8-dihydro-9H-purin-9-yl) tetrahydrofuran-2-yl)methyl acetate